5-methyl-5,6-dihydro-4H-1,3-oxazin-5-yl-methanol CC1(CN=COC1)CO